ClC1=NN2C(N=CC3=C2[C@@](CN3C(=O)NC=3C=NC(=C(C3)Cl)C3OCCC3)(C(F)(F)F)C)=C1 (8R)-2-chloro-N-(5-chloro-6-(tetrahydrofuran-2-yl)pyridin-3-yl)-8-methyl-8-(trifluoromethyl)-7,8-dihydro-6H-pyrazolo[1,5-a]pyrrolo[2,3-e]pyrimidine-6-carboxamide